1-iodo-4-methoxy-2-(trifluoromethyl)benzene IC1=C(C=C(C=C1)OC)C(F)(F)F